C(C1=CC=CC=C1)OC(=O)N1CC[C@H]2C([C@H]2CC1)C(=O)O (1R,7S,8r)-4-((benzyloxy)carbonyl)-4-azabicyclo[5.1.0]octane-8-carboxylic acid